C(=CCCCCCCCCCC)C1(C(=O)OC(C1)=O)C=CCCCCCCCC dodecenyl-(decenyl)succinic anhydride